8-amino-6-fluoro-5-(2-hydroxyethyl)-3,4-dihydronaphthalen-1(2H)-one NC=1C=C(C(=C2CCCC(C12)=O)CCO)F